rac-(3R)-3-(4-{[1-(1-{1-[6-(2-hydroxyphenyl)pyridazin-4-yl]-4-phenylpiperidine-4-carbonyl}piperidine-4-carbonyl)piperidin-4-yl]oxy}phenyl)piperidine-2,6-dione OC1=C(C=CC=C1)C1=CC(=CN=N1)N1CCC(CC1)(C(=O)N1CCC(CC1)C(=O)N1CCC(CC1)OC1=CC=C(C=C1)[C@@H]1C(NC(CC1)=O)=O)C1=CC=CC=C1 |r|